(1R,5s,6s)-tert-butyl-6-amino-3-azabicyclo[3.1.0]Hexane-3-carboxylic acid C(C)(C)(C)[C@]12CN(C[C@H]2[C@@H]1N)C(=O)O